C(C=C)C1(N(C2=CC=C(C=C2C1=O)OC)C)C(=O)OC Methyl 2-allyl-5-methoxy-1-methyl-3-oxoindoline-2-carboxylate